ClC(C1=NC(=NO1)C1=CC=C(C=C1)CO)(F)F (4-{5-[Chloro(difluoro)methyl]-1,2,4-oxadiazol-3-yl}phenyl)methanol